The molecule is a dihydroxybenzoate that is the conjugate base of 2,6-dihydroxybenzoic acid, obtained by deprotonation of the carboxy group; major species at pH 7.3. It is a conjugate base of a 2,6-dihydroxybenzoic acid. C1=CC(=C(C(=C1)[O-])C(=O)O)O